C(N)(OC(CC1=CC=C(C=C1)CO)C(C)(C)C)=O (tert-butyl 4-(hydroxymethyl) phenethyl) carbamate